ClC1=C2N=CN(C2=NC=N1)C/C(=C/CC/C(=C/CC1=CC2=CC=CC=C2C=C1C)/C)/C 2-((2E,6E)-8-(6-chloro-9H-purin-9-yl)-3,7-dimethyloct-2,6-dien-1-yl)-3-methylnaphthalene